C1(CC1)C(N1N=C(C(=C1)NC([C@H](C1CCC(CC1)(F)F)NC(=O)C=1N(N=CC1)C(C)C)=O)F)C1=NN=NN1CC1CC1 N-[(1S)-2-[[1-[cyclopropyl-[1-(cyclopropylmethyl)tetrazol-5-yl]methyl]-3-fluoro-pyrazol-4-yl]amino]-1-(4,4-difluorocyclohexyl)-2-oxo-ethyl]-2-isopropyl-pyrazole-3-carboxamide